4-nitro-3-(prop-2-yl)-1H-pyrazole [N+](=O)([O-])C=1C(=NNC1)C(C)C